1-methyl-N-((6-((2-methylthiazol-5-yl)methoxy)-1H-indol-2-yl)methyl)cyclopropane-1-carboxamide CC1(CC1)C(=O)NCC=1NC2=CC(=CC=C2C1)OCC1=CN=C(S1)C